BrC1=C(C=C2C(=NC(=NC2=C1F)OC[C@H]1N(CCC1)C)N1CCN(CC1)C(=O)OC(C)(C)C)C=C tert-butyl (S)-4-(7-bromo-8-fluoro-2-((1-methylpyrrolidin-2-yl)methoxy)-6-vinylquinazolin-4-yl)piperazine-1-carboxylate